N-ethyl-N'-[(dimethylamino)propyl]carbodiimide C(C)N=C=NCCCN(C)C